O=C[C@H](CC1=CC=CC=C1)NC(OC(C)(C)C)=O (S)-tert-butyl (1-oxo-3-phenylpropan-2-yl)carbamate